N,N-dimethylanilinium tetrakis(3,5-bis(trifluoromethyl)phenyl)borate FC(C=1C=C(C=C(C1)C(F)(F)F)[B-](C1=CC(=CC(=C1)C(F)(F)F)C(F)(F)F)(C1=CC(=CC(=C1)C(F)(F)F)C(F)(F)F)C1=CC(=CC(=C1)C(F)(F)F)C(F)(F)F)(F)F.C[NH+](C1=CC=CC=C1)C